tert-butyl 4-[(2S)-2-({2-ethyl-7-methylthieno[3,2-d]pyrimidin-4-yl} amino)propyl]piperazine-1-carboxylate C(C)C=1N=C(C2=C(N1)C(=CS2)C)N[C@H](CN2CCN(CC2)C(=O)OC(C)(C)C)C